5-bromo-2-quinolineacetamide BrC1=C2C=CC(=NC2=CC=C1)CC(=O)N